Tert-butyl 2-(6-((1H-pyrazol-3-yl)oxy)-2-(3-(3-ethoxy-2-methyl-3-oxopropyl)phenyl)-2,5,5-trimethylhexanoyl)-1-methylhydrazine-1-carboxylate N1N=C(C=C1)OCC(CCC(C(=O)NN(C(=O)OC(C)(C)C)C)(C)C1=CC(=CC=C1)CC(C(=O)OCC)C)(C)C